OC1=C2C(C(=COC2=CC(=C1)O)C1=CC(=C(C=C1)O)O)=O 5,7,3',4'-Tetrahydroxy-Isoflavone